Cl.CN1CCN(CC1)C1CCNCC1 1-methyl-4-(4-piperidinyl)piperazine hydrochloride